FC(C(=O)O)(F)F.ClC1=CC(=C2C(=N1)C(=C(S2)[C@H]2OCCC[C@@H]2NC)C#CCCCO)NCC=2SC=CC2 5-(5-chloro-2-((2S,3S)-3-(methylamino)tetrahydro-2H-pyran-2-yl)-7-((thiophen-2-ylmethyl)amino)thieno[3,2-b]pyridin-3-yl)pent-4-yn-1-ol trifluoroacetate